(3S,10R,13S)-17-(4-nitro-1H-imidazol-1-yl)-10,13-dimethyl-2,3,4,7,8,9,10,11,12,13,14,15-dodecahydro-1H-cyclopenta[a]phenanthren-3-yl acetate C(C)(=O)O[C@H]1CC[C@@]2(C3CC[C@@]4(C(=CCC4C3CC=C2C1)N1C=NC(=C1)[N+](=O)[O-])C)C